[6-([6-[(1R,2S)-5'-methoxy-2'-oxo-1'H-spiro[cyclopropan-1,3'-indol]-2-yl]-1H-indazol-3-yl]amino)pyrimidin-4-yl]-1λ6-thiomorpholine-1,1-dione COC=1C=C2[C@]3(C(NC2=CC1)=O)[C@@H](C3)C3=CC=C1C(=NNC1=C3)NC3=CC(=NC=N3)N3CCS(CC3)(=O)=O